CC1=C(OC=2C(N(C=CC2C=2C3=C(C(N(C2)C)=O)NC=C3)C3CN(C3)C)=O)C(=CC=C1)C 4-(3-(2,6-dimethylphenoxy)-1-(1-methylazetidin-3-yl)-2-oxo-1,2-dihydropyridin-4-yl)-6-methyl-1,6-dihydro-7H-pyrrolo[2,3-c]pyridin-7-one